3-(7-carbamoyl-3,5,6-trifluoro-2-methyl-1H-indol-4-yl)piperidine-1-carboxylic acid tert-butyl ester C(C)(C)(C)OC(=O)N1CC(CCC1)C1=C2C(=C(NC2=C(C(=C1F)F)C(N)=O)C)F